(6-(difluoromethoxy)pyridin-2-yl)(2-methyl-3-phenyl-2,4,5,7-tetrahydro-6H-pyrazolo[3,4-c]pyridin-6-yl)methanone FC(OC1=CC=CC(=N1)C(=O)N1CC=2C(CC1)=C(N(N2)C)C2=CC=CC=C2)F